(1R,2R)-2-[4-(3-fluorophenyl)-1,3-thiaAzol-2-yl]Cyclopropyl-benzenesulfonamide FC=1C=C(C=CC1)C=1N=C(SC1)[C@H]1[C@@H](C1)C1=C(C=CC=C1)S(=O)(=O)N